ClC1=NC=C(C(=N1)NC1=CC=2C3=C(C(N(C2C=C1)C)=O)OCC[C@@H](N3)C)Cl (S)-10-((2,5-dichloropyrimidin-4-yl)amino)-2,7-dimethyl-1,2,3,4-tetrahydro-[1,4]oxazepino[2,3-c]quinolin-6(7H)-one